COC(=O)C=1C=C2C(=NC1)N(C(=N2)N)CCCNC(=O)OC(C)(C)C 2-amino-3-(3-((tert-butoxycarbonyl)amino)propyl)-3H-imidazo[4,5-b]pyridine-6-carboxylic acid methyl ester